(3aR,4S,6S,7S,7aR)-benzoic acid C(C1=CC=CC=C1)(=O)O